(5-amino-8-(1-methyl-6-oxo-1,6-dihydropyridin-3-yl)-2-(((6-methylpyridin-2-yl)methyl)amino)-[1,2,4]triazolo[1,5-c]pyrimidin-7-yl)benzonitrile NC1=NC(=C(C=2N1N=C(N2)NCC2=NC(=CC=C2)C)C2=CN(C(C=C2)=O)C)C2=C(C#N)C=CC=C2